tert-butyl (3S)-3-[(1R)-2-[[2-(cyclobutylamino)-6-[2-methoxyethyl-(methyl)amino]pyridine-4-carbonyl]amino]-1-hydroxy-ethyl]-7-(methoxymethoxy)-3,4-dihydro-1H-isoquinoline-2-carboxylate C1(CCC1)NC1=NC(=CC(=C1)C(=O)NC[C@@H](O)[C@H]1N(CC2=CC(=CC=C2C1)OCOC)C(=O)OC(C)(C)C)N(C)CCOC